The molecule is a member of the class of triazoles that is 2H-1,2,3-triazole carrying two phenyl substituents at positions 4 and 5. It is a triazole and a ring assembly. It derives from a 2H-1,2,3-triazole. C1=CC=C(C=C1)C2=NNN=C2C3=CC=CC=C3